3-bromo-N-[(4-methoxyphenyl)methyl]-4-[[4-(trifluoromethyl)phenyl]methylamino]benzenesulfonamide BrC=1C=C(C=CC1NCC1=CC=C(C=C1)C(F)(F)F)S(=O)(=O)NCC1=CC=C(C=C1)OC